2-((5-((3-(4,4-Difluoropiperidin-1-yl)-5-methylphenyl)amino)-4-(6-azaspiro[2.5]octan-6-yl)pyrido[4,3-d]pyrimidin-2-yl)amino)-2-methylpropan-1-ol FC1(CCN(CC1)C=1C=C(C=C(C1)C)NC1=NC=CC=2N=C(N=C(C21)N2CCC1(CC1)CC2)NC(CO)(C)C)F